N-((4-methoxyphenyl)(phenyl)methyl)-2-oxo-6-(trifluoromethyl)-1,2-dihydropyridine-3-carboxamide COC1=CC=C(C=C1)C(NC(=O)C=1C(NC(=CC1)C(F)(F)F)=O)C1=CC=CC=C1